NC1=NNC2=CC=C(C(=C12)C)C1=C(C=C(C=C1)S(=O)(=O)NC1CC(C1)(C(F)(F)F)O)Cl 4-(3-amino-4-methyl-1H-indazol-5-yl)-3-chloro-N-(3-hydroxy-3-(trifluoromethyl)cyclobutyl)benzenesulfonamide